1-(benzylsulfonyl)-4-(3-methoxyphenyl)-3-(((methyl-d3)amino)methyl)piperidin-4-ylbenzoate C(C1=CC=CC=C1)S(=O)(=O)N1CC(C(CC1)(C1=CC(=CC=C1)OC)OC(C1=CC=CC=C1)=O)CNC([2H])([2H])[2H]